Benzyl (1-(tert-butyl)-3-((1s,3s)-3-((isopropylcarbamoyl)oxy)cyclobutyl)-1H-pyrazol-5-yl)carbamate C(C)(C)(C)N1N=C(C=C1NC(OCC1=CC=CC=C1)=O)C1CC(C1)OC(NC(C)C)=O